Cl.Cl.ClC1=CC=C(C=C1)C=1N=C2N(C=CC=C2)C1CN1C2CNC(C1)CC2 2-{[2-(4-chlorophenyl)imidazo[1,2-a]pyridin-3-yl]methyl}-2,5-diazabicyclo[2.2.2]octane dihydrochloride